2,2-difluoro-3-hydroxy-butanedioic acid FC(C(=O)O)(C(C(=O)O)O)F